(2S,3R)-N-(5-cyclopropyl-4-(4,6-dimethoxy-5-pyrimidinyl)-4H-1,2,4-triazol-3-yl)-3-(5-methyl-2-pyrimidinyl)-2-butanesulfonamide C1(CC1)C=1N(C(=NN1)NS(=O)(=O)[C@@H](C)[C@H](C)C1=NC=C(C=N1)C)C=1C(=NC=NC1OC)OC